3-(5-((1-(4'-chloro-5,5-dimethyl-3,4,5,6-tetrahydro-[1,1'-biphenyl]-2-carbonyl)azetidin-3-ylmethylene)methyl)-1-oxoisoindolin-2-yl)piperidine-2,6-dione ClC1=CC=C(C=C1)C1=C(CCC(C1)(C)C)C(=O)N1CC(C1)C=CC=1C=C2CN(C(C2=CC1)=O)C1C(NC(CC1)=O)=O